ClC=1C(=NN(C1)C(C)C)C1(CC2CC(CC2C1)C=1N=CN(C1C(=O)NC1=CC(=C(C=C1)F)Cl)C)O 4-(5-(4-Chloro-1-isopropyl-1H-pyrazol-3-yl)-5-hydroxyoctahydropentalen-2-yl)-N-(3-chloro-4-fluorophenyl)-1-methyl-1H-imidazole-5-carboxamide